2-ethyl-N-(3-methoxyphenyl)-N-methylbutyramide C(C)C(C(=O)N(C)C1=CC(=CC=C1)OC)CC